NCCC[Si](OCC)(OCC)OCC γ-aminopropyltriethoxysilicon